tert-Butyl {4-bromo-6-[(1-fluoropropan-2-yl)carbamoyl]pyridin-2-yl}carbamate BrC1=CC(=NC(=C1)C(NC(CF)C)=O)NC(OC(C)(C)C)=O